Tert-butyl 4-((2-fluoro-4-formylphenyl)thio)piperidine-1-carboxylate FC1=C(C=CC(=C1)C=O)SC1CCN(CC1)C(=O)OC(C)(C)C